3-(2-(4-aminopiperidin-1-yl)acetamido)-N-(3-(1-(3,5-dichlorophenyl)-3-(3,3-dimethylmorpholine-4-carbonyl)-7-methoxy-1,4-dihydrochromeno[4,3-c]pyrazol-8-yl)phenyl)propanamide NC1CCN(CC1)CC(=O)NCCC(=O)NC1=CC(=CC=C1)C1=CC2=C(C=C1OC)OCC1=C2N(N=C1C(=O)N1C(COCC1)(C)C)C1=CC(=CC(=C1)Cl)Cl